C(=O)O.NC1=CN=NC2=CC(=CC=C12)C=1C(=CC(=C(C1)B(O)O)OC)N1N=CC=C1 [5-(4-Aminocinnolin-7-yl)-2-methoxy-4-pyrazol-1-yl-phenyl]boronic acid formic acid salt